(3-(((4-bromopyridin-2-yl)methyl)carbamoyl)phenyl)carbamic acid tert-butyl ester C(C)(C)(C)OC(NC1=CC(=CC=C1)C(NCC1=NC=CC(=C1)Br)=O)=O